5-{2-amino-[1,2,4]triazolo[1,5-a]pyridin-7-yl}-N-{[2-(cyclopropylmethoxy)-3,5-difluorophenyl]methyl}-2-ethoxypyridine-3-carboxamide NC1=NN2C(C=C(C=C2)C=2C=C(C(=NC2)OCC)C(=O)NCC2=C(C(=CC(=C2)F)F)OCC2CC2)=N1